NC=1N=NC(=CC1N1C[C@H](CCC1)C1=C(C=C(C(=O)OCC)C=C1)C(F)(F)F)C1=C(C=CC=C1)O |r| rac-Ethyl 4-(1-(3-amino-6-(2-hydroxyphenyl)pyridazin-4-yl)piperidin-3-yl)-3-(trifluoromethyl)benzoate